3-hydroxybenzotriazole ON1N=NC2=C1C=CC=C2